NC1=C(C=2C=NC=C(C2S1)F)C#N 2-amino-7-fluoro-thieno[3,2-c]pyridine-3-carbonitrile